(E)-N'-(4-bromo-2,3,5-trimethylphenyl)-N-ethyl-N-methylformamidine BrC1=C(C(=C(C=C1C)/N=C/N(C)CC)C)C